5-Bromo-1-methyl-3-(5-(piperazin-1-yl)pyridin-2-ylamino)pyridin-2(1H)-one BrC=1C=C(C(N(C1)C)=O)NC1=NC=C(C=C1)N1CCNCC1